C(C)OC(C(C(O)C=1OC=C(C1)C1=CN(C2=CC(=CC=C12)F)C(=O)OC(C)(C)C)(F)F)=O difluoro-3-(4-(1-Boc-6-fluoro-1H-indol-3-yl)furan-2-yl)-3-hydroxypropionic acid ethyl ester